SCC1(CC1)CC(=O)O (1-(mercaptomethyl)cyclopropyl)acetic acid